(2R,3S)-3-METHOXYHEX-5-ENE-2-SULFONAMIDE CO[C@H]([C@@H](C)S(=O)(=O)N)CC=C